4-(pyrimidin-2-yl)-1-(2-sulfoethyl)pyridazin-1-ium tert-butyl-(5R,6S)-5-(((5-chloropyridin-2-yl)amino)methyl)-2,2-difluoro-6-methylmorpholine-4-carboxylate C(C)(C)(C)OC(=O)N1CC(O[C@H]([C@H]1CNC1=NC=C(C=C1)Cl)C)(F)F.N1=C(N=CC=C1)C1=CN=[N+](C=C1)CCS(=O)(=O)O